1-(1,5-dimethyl-6,8-dihydroimidazo[4,5-e]isoindol-7(1H)-yl)-2-(1-(2-(trifluoromethyl)pyridin-4-yl)azetidin-3-yl)ethan-1-one CN1C=NC=2C1=C1CN(CC1=C(C2)C)C(CC2CN(C2)C2=CC(=NC=C2)C(F)(F)F)=O